C(\C=C\CC\C=C/C\C=C/CCCCC)=O (E,Z,Z)-2,6,9-Pentadecatrienal